tert-butyl (1,3,3-trimethyl-4-oxocyclohexyl)carbamate CC1(CC(C(CC1)=O)(C)C)NC(OC(C)(C)C)=O